[N+](=O)([O-])C1=CC=CC=2NC(N(C21)C2CCNCC2)=O 4-nitro-3-(4-piperidinyl)-1H-benzimidazol-2-one